OC(CCCCCCCCCCCCCCCCCCCCCCCCCC(=O)O)C 27-Hydroxy-octacosanoic acid